C(C)(C)(C)C=1C=C(C=C(C1O)C)CCC(=O)OCCOCCOC(CCC1=CC(=C(C(=C1)C)O)C(C)(C)C)=O diethylene glycol bis(β-(3-t-butyl-4-hydroxy-5-methylphenyl) propionate)